N[C@H]1CS(C2=C(N(C1=O)CC1=CC=C(C=C1)Cl)C=C(C(=C2)F)C2=NN(C=C2)CC)(=O)=O (3R)-3-amino-5-[(4-chlorophenyl)methyl]-7-(1-ethylpyrazol-3-yl)-8-fluoro-1,1-dioxo-2,3-dihydro-1λ6,5-benzothiazepine-4-one